ClC=1C=C(C=CC1F)[C@]1(CC[C@H]2N(CCN(C2)C(=O)C2=C(C(=CC=C2)OC)Cl)C1)O [(7S,9aR)-7-(3-Chloro-4-fluorophenyl)-7-hydroxy-3,4,6,8,9,9a-hexahydro-1H-pyrido[1,2-a]pyrazin-2-yl]-(2-chloro-3-methoxyphenyl)methanone